ethyl-2-oxo-1,8-naphthyridine-3-carboxylate C(C)OC(=O)C=1C(NC2=NC=CC=C2C1)=O